OC[C@H](C1=CC=CC=C1)NC1=CC(=NC=C1C=1OC(=NN1)C(C)(C)O)NC1=CC=C2C(=N1)N(NC2=O)C (S)-6-((4-((2-hydroxy-1-phenylethyl)amino)-5-(5-(2-hydroxypropan-2-yl)-1,3,4-oxadiazol-2-yl)pyridin-2-yl)amino)-1-methyl-1,2-dihydro-3H-pyrazolo[3,4-b]pyridin-3-one